O1CCN(C2=C1C=CC=C2)NC(=O)C2=C(C=1N(C=C2)C(=NN1)C1=C(C(=CC=C1F)F)F)C(C)C N-(2,3-dihydro-1,4-benzoxazin-4-yl)-8-isopropyl-3-(2,3,6-trifluorophenyl)-[1,2,4]-triazolo[4,3-a]pyridine-7-carboxamide